BrC=1C=CC(=C(C1)C(=O)C1=CC=C(C=C1)O)Cl (5-bromo-2-chlorophenyl)(4-hydroxyphenyl)methanone